methyl trans-2-((dimethylamino)methyl)cyclopropane-1-carboxylate CN(C)C[C@H]1[C@@H](C1)C(=O)OC